OC=1C=C(C=CC1)C#CC1=C2C=C(N=CC2=C(N=C1)NC)NC(=O)C1CC1 N-[5-[2-(3-hydroxyphenyl)ethynyl]-8-(methylamino)-2,7-naphthyridin-3-yl]cyclopropanecarboxamide